2-((1-methyl-1H-indazol-3-yl)amino)butanoic acid CN1N=C(C2=CC=CC=C12)NC(C(=O)O)CC